tert-butyl 4-((5-chloro-4-(4'-fluoro-[1,1'-biphenyl]-3-yl)pyrimidin-2-yl)amino)piperidine-1-carboxylate ClC=1C(=NC(=NC1)NC1CCN(CC1)C(=O)OC(C)(C)C)C=1C=C(C=CC1)C1=CC=C(C=C1)F